C(C)(C)(C)OC(=O)N1C[C@]([C@@](C1)(CO)CC=C)(C(NC(C)(C)C)=O)NC(C)=O.FC1=C(C(=CC(=C1F)F)F)[B-](C1=C(C(=C(C=C1F)F)F)F)(C1=C(C(=C(C=C1F)F)F)F)C1=C(C(=C(C=C1F)F)F)F.C1(=CC=CC=C1)[PH+](C1=CC=CC=C1)C1=CC=CC=C1 triphenylphosphonium tetrakis-(2,3,4,6-tetrafluorophenyl)borate tert-butyl-(3R,4R)-3-acetamido-4-allyl-3-(tert-butylcarbamoyl)-4-(hydroxymethyl)pyrrolidine-1-carboxylate